(5-((triisopropylsilyl)ethynyl)-1-((2-(trimethylsilyl)ethoxy)methyl)-1H-thieno[3,2-f]indazol-4-yl)boronic acid C(C)(C)[Si](C(C)C)(C(C)C)C#CC1=CSC2=C1C(=C1C=NN(C1=C2)COCC[Si](C)(C)C)B(O)O